C(C(C(O)([2H])[2H])([2H])[2H])(O)([2H])[2H] propane-d6-1,3-diol